Bis[4-(tert-butoxycarbonylamino)butyl]-(2-tert-butoxy-2-oxo-ethyl)-(3-carboxypropyl)ammonium C(C)(C)(C)OC(=O)NCCCC[N+](CCCC(=O)O)(CC(=O)OC(C)(C)C)CCCCNC(=O)OC(C)(C)C